CN1N=C(C=C1S(=O)(=O)C(C)C)C(F)(F)F 2-((1-methyl-3-(trifluoro-methyl)-1H-pyrazol-5-yl)sulfonyl)propan